FC(S(=O)(=O)OC1=CC(=CC2=C(C(=C(C(=C12)OC[2H])F)F)F)N=C(C1=CC=CC=C1)C1=CC=CC=C1)(F)F 3-((Diphenylmethylene)amino)-5,6,7-trifluoro-8-(methoxy-d)naphthalen-1-yl trifluoromethanesulfonate